ClC1=CC=C(CN2CC(CCC2)C2=CC=NC=3N2N=C(C3CNCC3=CC=C(C=C3)CO)C)C=C1 (4-((((7-(1-(4-Chlorobenzyl)piperidin-3-yl)-2-methylpyrazolo[1,5-a]pyrimidin-3-yl)methyl)amino)methyl)phenyl)methanol